CC1CCC(NC1)C1=CC2=C(NC=N2)C=C1 5-(5-methylpiperidin-2-yl)-1H-Benzo[d]Imidazole